[K].N1C(=NC=C1)C(=O)O imidazolecarboxylic acid potassium